N-(6-((dimethylamino)methyl)-5-(2-(2-hydroxypropan-2-yl)morpholino)pyridin-2-yl)cyclopropanecarboxamide CN(C)CC1=C(C=CC(=N1)NC(=O)C1CC1)N1CC(OCC1)C(C)(C)O